CC1(OB(OC1(C)C)C=1C=C2C(=CN(C2=CC1)COCC[Si](C)(C)C)C#N)C 5-(4,4,5,5-tetramethyl-1,3,2-dioxaborolan-2-yl)-1-((2-(trimethylsilyl)ethoxy)meth-yl)-1H-indole-3-carbonitrile